1,2-dicarboxyl-tetraethylenepentamine C(=O)(O)NC(CNCCNCCNCCN)C(=O)O